[AsH4+] Arsonium